ClC=1C(=C(CNC(CN(C(CN2N=C(C3=CC=CC=C23)C(=O)N)=O)[C@@H]2COCC2)=O)C=CC1)F (S)-1-(2-((2-((3-chloro-2-fluorobenzyl)amino)-2-oxoethyl)(tetrahydrofuran-3-yl)amino)-2-oxoethyl)-1H-indazole-3-carboxamide